C(#N)C1=CC=C(C=C1)[C@H](C)C1OCCC(C1)(C(=O)N)N1C[C@@H](CC1)OC1=CC(=CC=C1)C(F)(F)F ((S)-1-(4-Cyanophenyl)ethyl)-4-((R)-3-(3-(trifluoromethyl)phenoxy)pyrrolidin-1-yl)tetrahydro-2H-pyran-4-carboxamide